methyl 1-(2-(tert-butoxy)-2-oxoethyl)-7-fluoro-2-methyl-1H-benzo[d]imidazole-4-carboxylate C(C)(C)(C)OC(CN1C(=NC2=C1C(=CC=C2C(=O)OC)F)C)=O